C(#N)C1=C(C=C(C=C1)N1C(N(C2(CCC2)C1=O)C1=CC=C(C=C1)CCC(=O)N)=S)C(F)(F)F 3-{4-[7-(4-cyano-3-trifluoromethylphenyl)-8-oxo-6-thioxo-5,7-diaza-spiro[3.4]oct-5-yl]-phenyl}-propionamide